NC1=NC=C(C2=C1COC2)NC(C(=O)N(C(C)C)CC=2C=CC1=C(N=CS1)C2)=O N1-(4-amino-1,3-dihydrofuro[3,4-c]pyridin-7-yl)-N2-(benzo[d]thiazol-5-ylmethyl)-N2-isopropyloxalamide